C1(CC1)C1CCC(CC1)C=O (1s,4s)-4-cyclopropylcyclohexanecarbaldehyde